1,3,5-triacrylamido-hexahydrotriazine C(C=C)(=O)NN1NN(CC(C1)NC(C=C)=O)NC(C=C)=O